FC(C=1C=C(C=C(C1)C(F)(F)F)B(C1=CC(=CC(=C1)C(F)(F)F)C(F)(F)F)C1=CC(=CC(=C1)C(F)(F)F)C(F)(F)F)(F)F tris[3,5-bis(trifluoromethyl)phenyl]borane